6-trifluoromethyl-nicotinaldehyde FC(C1=NC=C(C=O)C=C1)(F)F